tert-butyl (1-(4-bromophenyl)cyclobutyl)carbamate BrC1=CC=C(C=C1)C1(CCC1)NC(OC(C)(C)C)=O